15-((2-(2-azidoethoxy)ethoxy)methyl)-15-methyl-2,4,7,10,13,17-hexaoxanonadecan-19-al N(=[N+]=[N-])CCOCCOCC(COCCOCCOCCOCOC)(COCC=O)C